3-(5-(1-(benzo[d]thiazol-5-ylmethyl)piperidin-4-yl)-6-fluoro-1-oxoisoindolin-2-yl)piperidine-2,6-dione S1C=NC2=C1C=CC(=C2)CN2CCC(CC2)C=2C=C1CN(C(C1=CC2F)=O)C2C(NC(CC2)=O)=O